(2S,4R)-N-[2-(4-bromophenyl)sulfonyl-2-methyl-propyl]-1-[(2S)-2-(4-cyclopropyltriazol-1-yl)-3,3-dimethyl-butanoyl]-4-hydroxy-pyrrolidine-2-carboxamide BrC1=CC=C(C=C1)S(=O)(=O)C(CNC(=O)[C@H]1N(C[C@@H](C1)O)C([C@H](C(C)(C)C)N1N=NC(=C1)C1CC1)=O)(C)C